Cl.N1C(=NC2=C1C=CC=C2)NC(CCN)C2=CC(=CC=C2)OC(F)(F)F N1-(1H-1,3-benzodiazol-2-yl)-1-[3-(trifluoromethoxy)phenyl]propane-1,3-diamine hydrochloride